NC1=NC=NC=2C3=C(CC(C12)(C)C)C(=C(C=C3)O[C@@H]3CC[C@H](CC3)N)N(CCC#N)C3CC3 3-[[4-amino-8-(trans-4-aminocyclohexyloxy)-5,5-dimethyl-6H-benzo[H]quinazolin-7-yl]-cyclopropyl-amino]propionitrile